pyrrolo[2,1-f][1,2,4]triazine-5-carboxamide N=1N2C(C=NC1)=C(C=C2)C(=O)N